C1CCC(CC1)NCCS(=O)(=O)O N-cyclohexyl-2-aminoethanesulfonic acid